C(C\C=C\CCO)O trans-3-hexene-1,6-diol